CN1CCN(CC1)C[SiH](C1=CC=C(C=C1)C(=C)C1=CC=CC=C1)COC 1-[4-[(4-methylpiperazine-1-yl)methylmethoxymethylsilyl]phenyl]-1-phenylethylene